NC=1C2=C(N=CN1)N(C=C2I)C(CO)CO 2-(4-Amino-5-iodo-7H-pyrrolo[2,3-d]pyrimidin-7-yl)propane-1,3-diol